[Cl-].C[C@H]1[NH2+]C(C2(C1)NC(COC2)=O)COC2CCC(CC2)C2=C(C(=CC=C2)F)OCC=C=O (3R)-3-methyl-7-oxo-1-({[(1s,4s)-4-[2-(2-carbonylethoxy)-3-fluorophenyl]cyclohexyl]-oxy}methyl)-9-oxa-2,6-diazaspiro[4.5]decan-2-ium chloride